BrC=1C=C(C=CC1)[C@@H](C)NC1=NC(=NC2=CC(=C(C=C12)OC)C1CCN(CC1)CCCCCN1CCC(CC1)C1=C2CN(C(C2=CC(=C1)F)=O)C1C(NC(CC1)=O)=O)C 3-(4-(1-(5-(4-(4-(((R)-1-(3-bromophenyl)ethyl)amino)-6-methoxy-2-methyl-quinazolin-7-yl)piperidin-1-yl)pentyl)piperidin-4-yl)-6-fluoro-1-oxoisoindolin-2-yl)piperidine-2,6-dione